N1(CCNCCC1)C1=CC=CC(=N1)C=1N(C2=CC=CC=C2C1)C 2-[6-(1,4-Diazepan-1-yl)pyridin-2-yl]-1-methyl-1H-indole